O1CC(C1)COC1=CC=C(C=C1)CCCCO 4-(4-(oxetan-3-ylmethoxy)phenyl)butan-1-ol